FC1=C2C(CCOC2=CC=C1)(C([2H])([2H])[2H])O 5-fluoro-4-hydroxy-4-methyl-d3-chroman